8-cyclopropanecarbonyl-N-[(2S)-1-(4-{[5-(3,4-dimethyl-1,2-oxazol-5-yl)thiophen-2-yl]sulfonyl}piperazin-1-yl)propan-2-yl]quinazolin-4-amine C1(CC1)C(=O)C=1C=CC=C2C(=NC=NC12)N[C@H](CN1CCN(CC1)S(=O)(=O)C=1SC(=CC1)C1=C(C(=NO1)C)C)C